C[C@@H]1CN(CCN1)CC(=O)N1CCC2=CC=C(C=C12)C(=O)N1CCCC1 2-((R)-3-Methyl-piperazin-1-yl)-1-[6-(pyrrolidine-1-carbonyl)-2,3-dihydro-indol-1-yl]-ethanone